3,4-DIHYDRO-1H-2-BENZOPYRAN-1-BORONIC ACID C1(OCCC2=C1C=CC=C2)B(O)O